2-[5-benzyloxy-2-chloro-4-(1-hydroxy-1-methyl-ethyl)phenyl]Acetic acid C(C1=CC=CC=C1)OC=1C(=CC(=C(C1)CC(=O)O)Cl)C(C)(C)O